C(C)(C)(C)C1=CC(=CC=C1O)CC1=C(C(=C(C(=C1C)CC=1C=CC(=CC1)O)C)CC=1C=CC(=CC1)O)C t-butyl-α,α',α''-(mesitylene-2,4,6-triyl)tri-p-cresol